The molecule is a beta-D-glucoside that is the 5-aminopentyl glycoside of a tetrasaccharide consisting of beta-D-glucosyl, beta-D-galactosyl, beta-D-glucuronosyl and beta-D-glucosyl residues linked sequentially (1->4). It is a beta-D-glucoside and a tetrasaccharide derivative. C(CCN)CCO[C@H]1[C@@H]([C@H]([C@@H]([C@H](O1)CO)O[C@H]2[C@@H]([C@H]([C@@H]([C@H](O2)C(=O)O)O[C@@H]3[C@@H]([C@H]([C@H]([C@H](O3)CO)O[C@@H]4[C@@H]([C@H]([C@@H]([C@H](O4)CO)O)O)O)O)O)O)O)O)O